4-[6-amino-5-(2,4-dichloro-benzyloxy)-pyridin-3-yl]-N-(1-methyl-piperidin-4-yl)-benzamide NC1=C(C=C(C=N1)C1=CC=C(C(=O)NC2CCN(CC2)C)C=C1)OCC1=C(C=C(C=C1)Cl)Cl